CC1=C(C=CC=C1)N=NC=1C=C(C=C(C(=O)O)C1)C(=O)O 5-((2-methylphenyl)diazenyl)isophthalic acid